(S)-1-(3,4-difluorophenyl)-5-(5-(3,5-dimethylisoxazol-4-yl)-1-((1R,4S)-4-ethoxycyclohexyl)-1H-benzo[d]imidazol-2-yl)pyrrolidin-2-one FC=1C=C(C=CC1F)N1C(CC[C@H]1C1=NC2=C(N1C1CCC(CC1)OCC)C=CC(=C2)C=2C(=NOC2C)C)=O